(7-(4-bromo-1,2,6-trimethyl-1H-benzo[d]imidazol-5-yl)-1H-indol-3-yl)(3,4,5-trifluorophenyl)methanone BrC1=C(C(=CC=2N(C(=NC21)C)C)C)C=2C=CC=C1C(=CNC21)C(=O)C2=CC(=C(C(=C2)F)F)F